Cl.[Al] aluminum, hydrochloride